tertbutyl 4-(4-((6-(2-chlorophenyl)-8,9-dihydroimidazo[1',2':1,6]pyrido[2,3-d]pyrimidin-2-yl)amino)-3-methoxyphenyl)piperazine-1-carboxylate ClC1=C(C=CC=C1)C1=CC2=C(N=C(N=C2)NC2=C(C=C(C=C2)N2CCN(CC2)C(=O)OC(C)(C)C)OC)N2C1=NCC2